(R)-N-(6-(3-(2-ethoxyphenoxy)piperidin-1-yl)pyrazin-2-yl)-2-methyl-2-phenylpropionamide C(C)OC1=C(O[C@H]2CN(CCC2)C2=CN=CC(=N2)NC(C(C)(C2=CC=CC=C2)C)=O)C=CC=C1